(e)-3-[3-[[4-[4-(3,5-Dichlorophenyl)piperazin-1-yl]sulfonylphenyl]carbamoyl]-4-[methyl(methyl-sulfonyl)amino]phenyl]prop-2-enoic acid ClC=1C=C(C=C(C1)Cl)N1CCN(CC1)S(=O)(=O)C1=CC=C(C=C1)NC(=O)C=1C=C(C=CC1N(S(=O)(=O)C)C)/C=C/C(=O)O